C(#N)CN1N=CC(=C1)C1=CC2=C(N(C=N2)C2=CC(=C(C(=O)NC3CC3)C(=C2)OC)OC(F)F)C=C1 4-[5-[1-(cyanomethyl)pyrazol-4-yl]benzimidazol-1-yl]-N-cyclopropyl-2-(difluoro-methoxy)-6-methoxy-benzamide